BrC1=NC=CC=C1N 2-bromopyridin-3-amine